3,3,3-trifluoropropionaldehyde hydrate O.FC(CC=O)(F)F